(R)-N-(5-((3-((5-methylpyrimidin-2-yl)methyl)pyrrolidin-1-yl)methyl)thiazol-2-yl)acetamide CC=1C=NC(=NC1)C[C@@H]1CN(CC1)CC1=CN=C(S1)NC(C)=O